FCC(C)=O 1-Fluoropropan-2-one